(R)-2-((1-(4-chloro-2-(methylsulfonyl)phenyl)-2'-(2-ethoxyphenyl)-6'H-spiro[piperidine-4,5'-[1,7]naphthyridin]-7'(8'H)-yl)methyl)pyrrolidine-1-carboxylate ClC1=CC(=C(C=C1)N1CCC2(C=3C=CC(=NC3CN(C2)C[C@@H]2N(CCC2)C(=O)[O-])C2=C(C=CC=C2)OCC)CC1)S(=O)(=O)C